5-(4,4,5,5-tetramethyl-1,3,2-dioxaborolan-2-yl)pyridin-3-amine CC1(OB(OC1(C)C)C=1C=C(C=NC1)N)C